5-Fluoro-2-[(4-{7-[(1S,3S,4R)-5-(2H2)methylidene-2-azabicyclo[2.2.2]octane-3-carbonyl]-2,7-diazaspiro[3.5]nonan-2-yl}pyrimidin-5-yl)oxy]-N,N-di(propan-2-yl)benzamide FC=1C=CC(=C(C(=O)N(C(C)C)C(C)C)C1)OC=1C(=NC=NC1)N1CC2(C1)CCN(CC2)C(=O)[C@H]2N[C@@H]1CC([C@H]2CC1)=C([2H])[2H]